aza-cyclopentadecyne-11-carbaldehyde C1#CNCCCCCCCC(CCCC1)C=O